C(C)(C)(C)OC(=O)N1C[C@H](CC1)OC1=C(C=C(C(=O)N2CCC(CC2)OC=2C=C(C=C(C2)F)N2CCN(CC2)C(=O)OC(C)(C)C)C=C1)C1CCN(CC1)C(C(C)(C)C)=O tert-butyl (S)-4-(3-((1-(4-((1-(tert-butoxycarbonyl)pyrrolidin-3-yl)oxy)-3-(1-pivaloylpiperidin-4-yl)benzoyl)piperidin-4-yl)oxy)-5-fluorophenyl)piperazine-1-carboxylate